stilbenedione C=1(C(C(C=CC1)=O)=O)C=CC1=CC=CC=C1